BrCCCCOB(O)O 4-bromobutyl-boric acid